2-amino-2-methylol-1,3-propanediol stearate C(CCCCCCCCCCCCCCCCC)(=O)OCC(CO)(CO)N